N-[(1S)-1-[[(1S)-2-cyano-1-[[(3S)-2-oxopyrrolidin-3-yl]methyl]-2-pyrrolidin-1-yl-ethyl]carbamoyl]-3-methyl-butyl]-4-methoxy-1H-indole-2-carboxamide C(#N)C([C@H](C[C@H]1C(NCC1)=O)NC(=O)[C@H](CC(C)C)NC(=O)C=1NC2=CC=CC(=C2C1)OC)N1CCCC1